2,6-dimethyl-5,7-dioxo-1,2,4,4a,5,6,7,8-octahydro-3H-pyrazino[1',2':4,5]pyrazino[2,3-c][1,8]naphthyridine-3-carboxylic acid tert-butyl ester C(C)(C)(C)OC(=O)N1CC2N(C3=C(C(NC=4N=CC=CC34)=O)N(C2=O)C)CC1C